4-fluoro-but-2-en-1-one FCC=CC=O